N-(1-(2-phenylbutanoyl)piperidin-4-yl)-4-(trifluoromethoxy)benzene-sulfonamide C1(=CC=CC=C1)C(C(=O)N1CCC(CC1)NS(=O)(=O)C1=CC=C(C=C1)OC(F)(F)F)CC